tert-butyl (R)-2-((3-(benzyloxy)-4-((benzyloxy)carbonyl)phenyl)(4-cyclohexylbenzyl)carbamoyl)azetidine-1-carboxylate C(C1=CC=CC=C1)OC=1C=C(C=CC1C(=O)OCC1=CC=CC=C1)N(C(=O)[C@@H]1N(CC1)C(=O)OC(C)(C)C)CC1=CC=C(C=C1)C1CCCCC1